3-Bromo-5,6-dihydropyridine-2(1h)-on BrC=1C(NCCC1)=O